BrC1=NC=CC=C1OCC(F)(F)F 2-bromo-3-(2,2,2-trifluoroethoxy)pyridine